O[C@H]([C@@H](C(=C=O)N1C(OC(=C1C)C1=CC=CC=C1)=C=O)C)C1N(C2CC2C1)C(=O)O 3-((1R,2R)-1-hydroxy-2-methyl-3-((4R,5S)-4-methyl-2-carbonyl-5-phenyloxazol-3-yl)-3-carbonylpropyl)-2-azabicyclo[3.1.0]hexane-2-carboxylic acid